ClC=1C=2N(C=C(N1)C(=O)OC)N=CC2 methyl 4-chloropyrazolo[1,5-a]pyrazine-6-carboxylate